2-(2,2,2-trifluoroethoxy)Ethanamine hydrochloride Cl.FC(COCCN)(F)F